(4-tert-butylbenzoylamino)-7-chlorobenzofuran-2-carboxylic acid C(C)(C)(C)C1=CC=C(C(=O)NC2=C(OC3=C2C=CC=C3Cl)C(=O)O)C=C1